C1CCC2=C(C=CC=C12)C1NC2=CC=CC=C2C=C1 2-indan-4-yl-1H-quinolin